C1(CCC1)CN1C(C2=CC(=CC=C2C1)C1=NC=CC=C1C=1C=NN(C1)CC1(CCCC1)F)=O 2-(cyclobutylmethyl)-6-(3-(1-((1-fluorocyclopentyl)methyl)-1H-pyrazol-4-yl)pyridin-2-yl)isoindolin-1-one